ClC1=C(C=CC(=C1)Cl)\C=C\C 1-(2,4-dichlorophenyl)-trans-1-propene